[Cl-].[Cl-].C1(=CC=CC=C1)C(C1=CC=CC=C1)=[Zr+2](C1C(=CC2=CC=CC=C12)C)C1C(=CC2=CC=CC=C12)C diphenylmethylenebis(2-methylindenyl)zirconium dichloride